OC(CCCCCCC\C=C/CCCCCC)=O (Z)-oxaheptadec-10-en-2-one